2'-(((1-(4-fluorobenzyl)-1H-pyrazol-4-yl)methyl)amino)-5',8'-dimethyl-5',8'-dihydro-6'H-spiro[oxetan-3,7'-pteridine]-6'-one FC1=CC=C(CN2N=CC(=C2)CNC2=NC=3N(C4(C(N(C3C=N2)C)=O)COC4)C)C=C1